The molecule is a dipeptide consisting of L-asparagine substituted on the alpha-nitrogen by a 2,4-dinitrophenyl group and connected to L-glutamine via a peptide bond. It has a role as an epitope. It contains a 2,4-dinitrophenyl group. C1=CC(=C(C=C1[N+](=O)[O-])[N+](=O)[O-])N[C@@H](CC(=O)N)C(=O)N[C@@H](CCC(=O)N)C(=O)O